3-chloro-2-(2-chloroethoxy)-5-(cyclopropyl(4-(2-(methylsulfonyl)quinoxalin-6-yl)phenyl)amino)benzonitrile ClC=1C(=C(C#N)C=C(C1)N(C1=CC=C(C=C1)C=1C=C2N=CC(=NC2=CC1)S(=O)(=O)C)C1CC1)OCCCl